(R)-7-Amino-3-(1-(but-2-ynoyl)pyrrolidin-3-yl)-1-(4-phenoxyphenyl)-1,5-dihydro-4H-pyrrolo[2,3-d]pyridazin-4-on NC1=NNC(C2=C1N(C=C2[C@@H]2CN(CC2)C(C#CC)=O)C2=CC=C(C=C2)OC2=CC=CC=C2)=O